4-methoxy-3-(trifluoromethyl)bromobenzene COC1=C(C=C(C=C1)Br)C(F)(F)F